[Si](C)(C)(C(C)(C)C)OC[C@@H]1N([C@H](C2=CC=CC(=C2C1)C(C)(C)O)C)C(CC1=C2C(=NNC2=CC=C1Cl)Cl)=O 1-[(1S,3R)-3-[[tert-butyl(dimethyl)silyl]oxymethyl]-5-(1-hydroxy-1-methylethyl)-1-methyl-3,4-dihydro-1H-isoquinolin-2-yl]-2-(3,5-dichloro-1H-indazol-4-yl)ethanone